Hexanoic acid, 2-propen-1-yl ester C(CCCCC)(=O)OCC=C